3-[2-(1,3-dioxolan-2-yl)-1-hydroxyethyl]Azetidin-3-ol O1C(OCC1)CC(O)C1(CNC1)O